C(C1=CC=C(C(=O)OCCCCCCCCCCCCCCCCCC)C=C1)(=O)OCCCCCCCCCCCCCCCCCC Distearyl Terephthalate